3-(4-allylphenyl)-5-(trifluoromethyl)-1,2,4-oxadiazole C(C=C)C1=CC=C(C=C1)C1=NOC(=N1)C(F)(F)F